FC=1C=C(C(=O)NC2=C(C=C(C(=C2)C=2C=NC(=NC2)N2CCOCC2)F)N2C[C@H](N([C@H](C2)C)C)C)C=C(C1F)F 3,4,5-trifluoro-N-[4-fluoro-5-(2-morpholin-4-ylpyrimidin-5-yl)-2-[(3R,5S)-3,4,5-trimethylpiperazin-1-yl]phenyl]benzamide